(2R)-2-([1-[(2-Chlorophenyl)methyl]-5-(3-methoxyphenyl)-1H-pyrazol-3-yl]methoxy)-propanoic acid ClC1=C(C=CC=C1)CN1N=C(C=C1C1=CC(=CC=C1)OC)CO[C@@H](C(=O)O)C